3-(5-(((1R,2R)-2-(3-ethoxyazetidin-1-yl)cycloheptyl)oxy)-1-oxoisoindolin-2-yl)piperidine-2,6-dione C(C)OC1CN(C1)[C@H]1[C@@H](CCCCC1)OC=1C=C2CN(C(C2=CC1)=O)C1C(NC(CC1)=O)=O